(2R,3S,5S)-5-(2-amino-6-(cyclopropylamino)-9H-purin-9-yl)-2-ethynyl-2-(hydroxymethyl)tetrahydrofuran-3-ol NC1=NC(=C2N=CN(C2=N1)[C@@H]1C[C@@H]([C@](O1)(CO)C#C)O)NC1CC1